4-(2-butoxyvinyl)pyrimidine C(CCC)OC=CC1=NC=NC=C1